N,N-dimethylaniline ammonium persulfate S(=O)(=O)([O-])OOS(=O)(=O)[O-].[NH4+].CN(C1=CC=CC=C1)C.[NH4+]